1,1,2,2-Tetrachloroethane-d2 [2H]C(C([2H])(Cl)Cl)(Cl)Cl